5-bromo-2-[(S)-cyclopropyl-ethoxy]Pyridine BrC=1C=CC(=NC1)OCCC1CC1